racemic-trans-3-(3-bromo-4-fluorophenyl)-2,2-dichloropropane-1-carboxylic acid BrC=1C=C(C=CC1F)CC(CC(=O)O)(Cl)Cl